C(C1=CC=2OCOC2C=C1)N1CCNCC1 N-piperonyl-piperazine